BrC=1C2=C(SC1C(=O)O)C=CC=C2 bromobenzo[B]thiophene-2-carboxylic acid